N-[2-fluoro-3-(4-methyl-6-oxo-1,6-dihydropyrimidin-2-yl)-4-(trifluoromethyl)benzyl]-1-[5-(Trifluoromethyl)pyridin-2-yl]piperidine-4-carboxamide FC1=C(CNC(=O)C2CCN(CC2)C2=NC=C(C=C2)C(F)(F)F)C=CC(=C1C=1NC(C=C(N1)C)=O)C(F)(F)F